COCC(=O)N(CCN1CCN(CC1)CCC=1SC=CC1)C1=CC=CC=C1 2-Methoxy-N-phenyl-N-(2-(4-(2-(thiophen-2-yl)ethyl)piperazin-1-yl)ethyl)acetamide